CS(=O)(=O)C=1C=C(CN2CC3=CC=C(C=C3C2)C=2OC=NN2)C=CC1OCC1CCN(CC1)S(=O)(=O)C 2-(2-(3-(Methylsulfonyl)-4-((1-(methylsulfonyl)piperidin-4-yl)methoxy)benzyl)-isoindolin-5-yl)-1,3,4-oxadiazole